4-fluoro-1H-pyrazole-5-carboxylic acid ethyl ester C(C)OC(=O)C1=C(C=NN1)F